N1=CC=CC2=CC(=CC=C12)C(=O)O 6-quinolinecarboxylic acid